N-(2-pyridinylmethyl)-N-(2-methoxyethyl)-N'-(5,6,7,8-tetrahydro-8-quinolinyl)-1,4-benzenedimethanamine N1=C(C=CC=C1)CN(CC1=CC=C(C=C1)CNC1CCCC=2C=CC=NC12)CCOC